O=C1N(CCC(N1)=O)C1=CN=C2N1C=CC=C2C#CCO[C@H]2[C@@H](CN(CC2)C(=O)OC(C)(C)C)C 1-Tert-butyl (3R,4R)-4-[3-[3-(2,4-dioxohexahydropyrimidin-1-yl)imidazo[1,2-a]pyridin-8-yl]prop-2-ynoxy]-3-methyl-piperidine-1-carboxylate